C[SiH](C)[Hf](C1C(=C(C2=CC=CC=C12)C1=CC=CC=C1)C)C1C(=C(C2=CC=CC=C12)C1=CC=CC=C1)C rac-dimethylsilylbis(2-methyl-3-phenylindenyl)hafnium